ClC=1C=C(C=CC1)C#CC1CN(C1)C(=O)OC(C)(C)C Tert-Butyl 3-[2-(3-chlorophenyl)ethynyl]azetidine-1-carboxylate